ClC1=C(C=C(C=C1)[C@@H]1O[C@@H]([C@H]([C@@H]([C@H]1O)O)O)CO)CC1=CC=C(C=C1)CC (2S,3R,4R,5S,6R)-2-(4-chloro-3-(4-ethylbenzyl)phenyl)-6-(hydroxymethyl)tetrahydro-2H-pyran-3,4,5-triol